NC(CCNC(CCN)CC)CC N3-(3-aminopentyl)pentane-1,3-diamine